tert-butyl (3-(3-(4,4,5,5-tetramethyl-1,3,2-dioxaborolan-2-yl)phenoxy)propyl) carbonate C(OC(C)(C)C)(OCCCOC1=CC(=CC=C1)B1OC(C(O1)(C)C)(C)C)=O